5-((5-chloro-2-(4,4-difluoropiperidin-1-yl)pyridin-4-yl)amino)-3-(3-hydroxy-3-methylbutyl)-1-methyl-1,3-dihydro-2H-benzo[d]imidazol-2-one ClC=1C(=CC(=NC1)N1CCC(CC1)(F)F)NC1=CC2=C(N(C(N2CCC(C)(C)O)=O)C)C=C1